O1[C@H](COCC1)COC1=C(C=C(C=C1)F)C1CCN(CC1)[C@@H]1COC2(CN(C2)C2=NN=C(O2)C(=O)OCC)C1 ethyl 5-((S)-7-(4-(2-(((R)-1,4-dioxan-2-yl) methoxy)-5-fluorophenyl) piperidin-1-yl)-5-oxa-2-azaspiro[3.4]octan-2-yl)-1,3,4-oxadiazole-2-carboxylate